BrC[C@H]1N(CCC1)C (S)-2-(bromomethyl)-1-methylpyrrolidine